C1(=CC=CC=C1)C(C)OC(=O)NC=1C=NC=CN1 3-(1-phenylethoxycarbonylamino)pyrazin